3,5-difluoro-4-(4-(1-methyl-2,3-dioxo-2,3-dihydropyrido[2,3-b]pyrazine-4(1H)-yl)piperidin-1-yl)benzonitrile FC=1C=C(C#N)C=C(C1N1CCC(CC1)N1C2=C(N(C(C1=O)=O)C)C=CC=N2)F